2,2'-bis[(2-(diphenylphosphino)benzyl)oxy]-1,1'-binaphthyl C1(=CC=CC=C1)P(C1=C(COC2=C(C3=CC=CC=C3C=C2)C2=C(C=CC3=CC=CC=C23)OCC2=C(C=CC=C2)P(C2=CC=CC=C2)C2=CC=CC=C2)C=CC=C1)C1=CC=CC=C1